C(C=C)(=O)O.C(C)OCC ethyl ether acrylate